Sodium sesquicarbonate C(O)(O)=O.[Na+].C([O-])([O-])=O.C(O)(O)=O.[Na+]